methoxybenzenesulfonamide COC1=CC=CC=C1S(=O)(=O)N